N-[(5-chlorothiophen-2-yl)methyl]-3-[1-(piperazin-1-carbonyl)pyrrolidin-3-yl]-1H-pyrazol-5-amin ClC1=CC=C(S1)CNC1=CC(=NN1)C1CN(CC1)C(=O)N1CCNCC1